1-(3-(phenoxyphenyl)propan-2-yl)-4-(trifluoromethyl)aniline ethyl-2-(2-((7-(4-((1,1-dimethylethylsulfinamido)methyl)thiazol-2-yl)benzofuran-5-yl)methoxy)phenyl)acetate C(C)OC(CC1=C(C=CC=C1)OCC=1C=C(C2=C(C=CO2)C1)C=1SC=C(N1)CNS(=O)C(C)(C)C)=O.O(C1=CC=CC=C1)C1=C(C=CC=C1)CC(C)C1(N)CC=C(C=C1)C(F)(F)F